N-[(3R,4S)-4-fluoro-1-[(2R)-3,3,3-trifluoro-2-hydroxy-2-methylpropanoyl]pyrrolidin-3-yl]-2-(deutero)methoxypyridine-3-carboxamide F[C@@H]1[C@@H](CN(C1)C([C@@](C(F)(F)F)(C)O)=O)NC(=O)C=1C(=NC=CC1)OC[2H]